Cl.C1(=CC(=CC=C1)N1N=CC2=CC=C(C=C12)C(C(=O)N)C(=O)N)C (1-(m-tolyl)-1H-indazol-6-yl)malonamide hydrochloride